C(CCC)OB(C1C(C1)C(F)(F)F)OCCCC dibutoxy-[2-(trifluoromethyl)cyclopropyl]borane